3-(3H-[1,2,3]triazolo[4,5-b]pyridin-5-yl)-N-(4-((cyclopropylmethoxy)methyl)phenyl)benzamide N1=NNC2=NC(=CC=C21)C=2C=C(C(=O)NC1=CC=C(C=C1)COCC1CC1)C=CC2